CC=1SC=2C(N1)=C(C=CC2OC2=CC=C(C=C2)C(F)(F)F)C#N 2-methyl-7-{4-(trifluoromethyl)phenoxy}benzo[d]thiazole-4-carbonitrile